C=CC=CCCCCCC(CCCC)CC(=O)[O-] 10-tetradecadienylacetate